CC=1C=C(C=O)C(=CC1C=O)C 3,6-dimethylterephthalaldehyde